CN(C1CCN(CC1)C1=NC=2N(C(=C1)NCC=1C=C(C=CC1)NC1CNC1)N=CC2C(C)C)C 3-((3-(((5-(4-(dimethylamino)piperidin-1-yl)-3-isopropylpyrazolo[1,5-a]pyrimidin-7-yl)amino)methyl)phenyl)amino)azetidine